methyl 2-((1-(2-(2-acetyl-2-azaspiro[3.5]nonan-7-yl)-6-methyl-1-oxoisoindolin-4-yl)ethyl)amino)benzoate C(C)(=O)N1CC2(C1)CCC(CC2)N2C(C1=CC(=CC(=C1C2)C(C)NC2=C(C(=O)OC)C=CC=C2)C)=O